lithium phosphosulfide bromine [Br].P(=O)(=O)SP(=O)=O.[Li]